4-{4-[5-(methoxymethyl)-1,3-benzooxazol-2-yl]-4-methylpiperidin-1-yl}-1-methyl-2-oxo-1,2-dihydroquinoline-3-carbonitrile COCC=1C=CC2=C(N=C(O2)C2(CCN(CC2)C2=C(C(N(C3=CC=CC=C23)C)=O)C#N)C)C1